FC=1C=C(C=C(C1CN1CCOCC1)F)N1C=CC2=C1N=C(N=C2)NC2=CC=C(C=C2)N2C[C@H](N[C@H](C2)C)C 7-(3,5-Difluoro-4-(morpholinomethyl)phenyl)-N-(4-(cis-3,5-dimethylpiperazin-1-yl)phenyl)-7H-pyrrolo(2,3-d)pyrimidin-2-amine